N1=CC(=CC=C1)C1=CC=CO1 5-(PYRIDIN-3-YL)FURAN